C(C)C=1C=NN2C1N=C1C(=C2NCC=2C=[N+](C=CC2)[O-])CCC12CCCCC2 3-(((3'-ethyl-6',7'-dihydrospiro[cyclohexane-1,5'-cyclopenta[d]pyrazolo[1,5-a]pyrimidine]-8'-yl)amino)methyl)pyridine 1-oxide